CN(C(=S)S)CCOC methyl(2-methoxyethyl)carbamodithioic acid